FC(C(=O)O)(F)F.FC=1C(=C(CNC2=CC=C(C=3N2C=CN3)S(=O)(=O)NC=3N=CSC3)C(=CC1)F)CN1CCCC1 5-((3,6-difluoro-2-(pyrrolidin-1-ylmethyl)benzyl)amino)-N-(thiazol-4-yl)imidazo[1,2-a]pyridine-8-sulfonamide trifluoroacetate